3-chloro-7-{[2-(trimethylsilyl)ethoxy]Methyl}pyrrolo[2,3-c]Pyridazin ClC1=CC2=C(N=N1)N(C=C2)COCC[Si](C)(C)C